FC=1C=C(C=C(C1C=1C=C2C(=CN1)NN=C2C2=CC=C(C=C2)N2CCN(CC2)C)C(F)(F)F)CNC (3-fluoro-4-(3-(4-(4-methylpiperazin-1-yl)phenyl)-1H-pyrazolo[3,4-c]pyridin-5-yl)-5-(trifluoromethyl)phenyl)-N-methylmethanamine